ClC1=NC(=CC(=C1)[C@@]1(N(CC1)C(=O)OC(C)(C)C)C)C1=CC=C(C=C1)F |r| tert-butyl rac-2-(2-chloro-6-(4-fluorophenyl)pyridin-4-yl)-2-methylazetidine-1-carboxylate